6-chloro-1-(2-methyl-4-(trifluoromethoxy)phenyl)-3-(2-methyl-6-oxo-1,6-dihydropyridin-3-yl)-4-oxo-1,2,3,4-tetra-hydropyrido[2,3-d]pyrimidine-7-carbonitrile ClC1=CC2=C(N(CN(C2=O)C2=C(NC(C=C2)=O)C)C2=C(C=C(C=C2)OC(F)(F)F)C)N=C1C#N